O=C1N(C(C2=CC=CC=C12)=O)CCCC(C(=O)O)(F)F 5-(1,3-dioxoisoindolin-2-yl)-2,2-difluoropentanoic acid